C(C)(=O)C1=CC=C(S1)C1=CC=C2C3=C1C(N(C(C3=CC=C2)=O)CCO)=O (5-acetylthiophen-2-yl)-2-(2-hydroxyethyl)-1H-benzo[DE]Isoquinoline-1,3(2H)-dione